COC=1C=C(C=CC1OC)C(C)=NNC(=O)C1=CC(=NN1)C1=CC=C(C=C1)OC N'-(1-(3,4-Dimethoxyphenyl)ethylidene)-3-(4-methoxyphenyl)-1H-pyrazole-5-carbohydrazide